[(1R)-1-[(3R,4S)-3,4-dihydroxyoxolan-2-yl]-2-hydroxyethyl] octanoate C(CCCCCCC)(=O)O[C@H](CO)C1OC[C@@H]([C@H]1O)O